CNC=1C=C(C=CC1)C1=NC=2C(=NC=CC2C2CCN(CC2)C(=O)C2=CC=C(C=C2)OC(F)(F)F)N1 [4-[2-[3-(methylamino)phenyl]-3H-imidazo[4,5-b]pyridin-7-yl]-1-piperidyl]-[4-(trifluoromethoxy)phenyl]methanone